(E)-2-fluoro-N-(2-methoxy-5-(4-(1-(4-oxopent-2-enoyl)-1,2,3,6-tetrahydropyridin-4-yl)quinazolin-6-yl)pyridin-3-yl)benzene-sulfonamide FC1=C(C=CC=C1)S(=O)(=O)NC=1C(=NC=C(C1)C=1C=C2C(=NC=NC2=CC1)C=1CCN(CC1)C(\C=C\C(C)=O)=O)OC